1-(4-(6-chloro-7-(2-fluorophenyl)quinazolin-4-yl)piperazin-1-yl)prop-2-en-1-one ClC=1C=C2C(=NC=NC2=CC1C1=C(C=CC=C1)F)N1CCN(CC1)C(C=C)=O